C(#N)C1=CC(=C(COC2=NN(C=C2)C2CCN(CC2)CC2=NC3=C(N2CC2=CN=CN2C)C=C(C=C3)C(=O)O)C=C1)F 2-((4-(3-((4-cyano-2-fluorobenzyl)oxy)-1H-pyrazol-1-yl)piperidin-1-yl)methyl)-1-((1-methyl-1H-imidazol-5-yl)methyl)-1H-benzo[d]imidazole-6-carboxylic acid